C1C(CCC2CC(CCC12)O)O 2,6-decalindiol